1-(3,5-difluoro-4-(3-(1-methyl-1H-pyrazol-4-yl)-1H-pyrazolo[3,4-c]pyridin-5-yl)phenyl)-3-(2-methoxyethyl)urea FC=1C=C(C=C(C1C=1C=C2C(=CN1)NN=C2C=2C=NN(C2)C)F)NC(=O)NCCOC